(E)-3-(3,4-Dimethoxyphenyl)-1-(2-hydroxy-4-phenylmethoxyphenyl)prop-2-en-1-one COC=1C=C(C=CC1OC)/C=C/C(=O)C1=C(C=C(C=C1)OCC1=CC=CC=C1)O